3-methoxy-4-((3-(4-(((1R,4R)-4-(3-methoxypyrrolidin-1-yl)cyclohexyl)amino)-1-(2,2,2-trifluoroethyl)-1H-indol-2-yl)prop-2-yn-1-yl)amino)benzenesulfonamide COC=1C=C(C=CC1NCC#CC=1N(C2=CC=CC(=C2C1)NC1CCC(CC1)N1CC(CC1)OC)CC(F)(F)F)S(=O)(=O)N